N-hydroxypropionamide hydrochloride Cl.ONC(CC)=O